C1(CC1)C1=C(C(=NO1)C1=C(C=CC=C1Cl)Cl)COC1=CC=C2C(=N1)C(CC1=C(O2)C=C(C=C1)C(=O)OC)(C)C methyl 2-((5-cyclopropyl-3-(2,6-dichlorophenyl)isoxazol-4-yl)methoxy)-11,11-dimethyl-10,11-dihydrobenzo[6,7]oxepino[3,2-b]pyridine-7-carboxylate